FC(C(C(F)(F)F)(O)C1=CC=C(C=C1)NC(=O)C1N(CC2=CC=CC=C12)C(=O)[O-])(F)F 1-{[4-(1,1,1,3,3,3-hexafluoro-2-hydroxypropan-2-yl)phenyl]carbamoyl}-1,3-dihydro-2H-isoindole-2-carboxylate